FC=1C=CC(=C(C1)C1=C(C=CC=C1)C(C)O)OC=1C(=NC=NC1)N1CC2(CN(C2)C(=O)[O-])C1 6-(5-((5-fluoro-2'-(1-hydroxyethyl)-[1,1'-biphenyl]-2-yl)oxy)pyrimidin-4-yl)-2,6-diazaspiro[3.3]heptane-2-carboxylate